N=1C(CCC1)C(=O)[O-] 3,4-dihydro-2H-pyrrole-2-carboxylate